C(C1=CC=CC=C1)OC(=O)N1C(CC(CC1)F)CCC1CCN(CC1)C(=O)OC(C)(C)C [2-(1-tert-butoxycarbonyl-4-piperidinyl)ethyl]-4-fluoro-piperidine-1-carboxylic acid benzyl ester